3-(1-((5-(5-(difluoromethyl)-1,3,4-oxadiazol-2-yl)pyridin-2-yl)methyl)-1H-1,2,3-triazol-4-yl)-N,N-dimethylaniline FC(C1=NN=C(O1)C=1C=CC(=NC1)CN1N=NC(=C1)C=1C=C(N(C)C)C=CC1)F